N'-(2-chloro-4-((3,5-dimethoxyphenyl)(methyl)amino)-5-methylphenyl)-N-ethyl-N-methylformimidamide ClC1=C(C=C(C(=C1)N(C)C1=CC(=CC(=C1)OC)OC)C)N=CN(C)CC